C1(CC1)NC1CCN(CC1)C1=C2C=CN=NC2=C(C=C1)C(=O)NC=1C=C(C=2N(C1)N=C(N2)C)F 5-[4-(cyclopropylamino)-1-piperidyl]-N-(8-fluoro-2-methyl-[1,2,4]triazolo[1,5-a]pyridin-6-yl)cinnoline-8-carboxamide